C1(CCC1)C=1C(=NN(C1NC(OC1=CC=CC=C1)=O)C)C1CC(C1)(F)F phenyl (4-cyclobutyl-3-(3,3-difluorocyclobutyl)-1-methyl-1H-pyrazol-5-yl)carbamate